ClC=1C(=CC2=C(N=CN=C2N[C@H](C)C2=CC(=CC=C2)C(C2CCN(CC2)C(C)C)(F)F)N1)C1CCN(CC1)C(C)C (R)-7-chloro-N-(1-(3-(difluoro(1-isopropylpiperidin-4-yl)methyl)phenyl)ethyl)-6-(1-isopropylpiperidin-4-yl)pyrido[2,3-d]pyrimidin-4-amine